N'-(((R)-3-methyl-1,2,3,5,6,7-hexahydro-s-indacen-4-yl)carbamoyl)-6-(methylamino)-6,7-dihydro-5H-pyrazolo[5,1-b][1,3]oxazine-3-sulfonimidamide C[C@@H]1CCC2=CC=3CCCC3C(=C12)NC(=O)N=S(=O)(N)C=1C=NN2C1OCC(C2)NC